3-Bromo-5-phenyl-quinazolino[3,2-a]quinazolin-12-on BrC1=CC=2C(=NC=3N(C2C=C1)C(C=1C=CC=CC1N3)=O)C3=CC=CC=C3